OC1(C(C=CC=C1)C(C1=CC=CC=C1)=O)O 2',2'-dihydroxybenzophenone